tert-butyl (3-((4-(diethylcarbamoyl)phenyl)carbamoyl)quinolin-7-yl)carbamate C(C)N(C(=O)C1=CC=C(C=C1)NC(=O)C=1C=NC2=CC(=CC=C2C1)NC(OC(C)(C)C)=O)CC